FC=1C=C(C=CC1)C1=NOC(C1)(C)C(=O)N[C@@H]1C=CCC1 (1R,4S)-4-[[[3-(3-fluorophenyl)-5-methyl-4H-1,2-oxazol-5-yl]carbonyl]amino]cyclopent-2-ene